CS(=O)(=O)OCC(COS(=O)(=O)C)C1=CC=C(C=C1)NC(OC(C)(C)C)=O tert-butyl N-[4-[2-(methanesulfonyloxy)-1-[(methanesulfonyloxy)methyl]ethyl]phenyl]carbamate